methyl 2-(5-iodo-2-(2-methoxyethoxy)-3-methyl-4-oxo-3H-pyrrolo[2,3-d]pyrimidin-7(4H)-yl)acetate IC1=CN(C=2N=C(N(C(C21)=O)C)OCCOC)CC(=O)OC